C(CCC)[Ge](CCCC)(CCCC)CCCC tetrabutyl-germane